ClC=1C=C(C=CC1Cl)CC(=O)N1CCN(CC1)C=1C=C(C=2N(N1)C=NN2)C 2-(3,4-dichlorophenyl)-1-(4-{8-methyl-[1,2,4]triazolo[4,3-b]pyridazin-6-yl}piperazin-1-yl)ethan-1-one